C[C@@H]1N(CC[C@@H](C1)OS(=O)(=O)C1=CC=C(C=C1)C)C(=O)OC(C)(C)C tert-butyl (2S,4S)-2-methyl-4-(p-tolylsulfonyloxy)piperidine-1-carboxylate